bis[1,3-dimethyl-3-(isopropylperoxy) butyl] carbonate C(OC(CC(C)(OOC(C)C)C)C)(OC(CC(C)(OOC(C)C)C)C)=O